(1-(furan-2-ylsulfonyl)piperidin-3-yl)methanone O1C(=CC=C1)S(=O)(=O)N1CC(CCC1)C=O